4-((2-fluoro-5-(1H-pyrazol-5-yl)benzyl)oxy)phenyl sulfurofluoridate S(OC1=CC=C(C=C1)OCC1=C(C=CC(=C1)C1=CC=NN1)F)(=O)(=O)F